ClC=1C(=NC(=CC1)OCC1=C(C=C(C=C1)Cl)F)C1[C@H]2CN(C[C@@H]12)C(=O)OC(C)(C)C tert-butyl (1R,5S,6r)-6-(3-chloro-6-((4-chloro-2-fluorobenzyl)oxy)pyridin-2-yl)-3-azabicyclo[3.1.0]hexane-3-carboxylate